N'-[(3aS,7aS)-3a-[4-(difluoromethoxy)-3-methoxy-phenyl]-1-methyl-3,4,5,6,7,7a-hexahydro-2H-indol-6-yl]-4-methyl-benzenesulfonohydrazide FC(OC1=C(C=C(C=C1)[C@@]12CCN([C@H]2CC(CC1)NNS(=O)(=O)C1=CC=C(C=C1)C)C)OC)F